vinyl-tri(methoxy)silane C(=C)[Si](OC)(OC)OC